N-(1-(2-(2-bromophenyl)hydrazine-1-carbonyl)cyclobutyl)-3-(difluoromethyl)-1-methyl-1H-pyrazole-4-carboxamide BrC1=C(C=CC=C1)NNC(=O)C1(CCC1)NC(=O)C=1C(=NN(C1)C)C(F)F